di(p-methylphenyl) carbonate C(OC1=CC=C(C=C1)C)(OC1=CC=C(C=C1)C)=O